(R)-2,2,2-trifluoro-1-(p-tolyl)ethan FC(CC1=CC=C(C=C1)C)(F)F